FC=1C=C(C(=O)O)C=CC1C=1C=NC=2N(C1)C(=CN2)C2(CC2)C=2C=C1C=CC=NC1=CC2 3-fluoro-4-(3-(1-(quinolin-6-yl)cyclopropyl)imidazo[1,2-a]pyrimidin-6-yl)benzoic Acid